ClC1=C(C2=C(CCO2)C=C1C1(NC(=CC(=N1)NC)C)N)C=1CC[C@@H](NCC1)C |o1:23| 2-[6-chloro-7-[rel-(2S)-2-methyl-2,3,4,7-tetrahydro-1H-azepin-5-yl]-2,3-dihydrobenzofuran-5-yl]-N4,6-dimethyl-pyrimidine-2,4-diamine